2-fluoro-3-((6-fluoroquinolin-4-yl)amino)-N-(3-(pyridin-4-ylamino)phenyl)benzamide FC1=C(C(=O)NC2=CC(=CC=C2)NC2=CC=NC=C2)C=CC=C1NC1=CC=NC2=CC=C(C=C12)F